C(=O)(O)C=1C=C(OC2=CC=C(C=C2)C(C(F)(F)F)(C(F)(F)F)C2=CC=C(C=C2)OC2=CC(=C(C=C2)C(=O)O)C(=O)O)C=CC1C(=O)O bis(4-(3,4-dicarboxyphenoxy)phenyl)hexafluoropropane